C(C)(C)(C)[S@@](=O)N[C@H]1C=2C(=NC=C(C2)F)CC12CCN(CC2)C(=O)OC(C)(C)C tert-butyl (R)-5-(((R)-tert-butylsulfinyl)amino)-3-fluoro-5,7-dihydrospiro[cyclopenta[b]pyridine-6,4'-piperidine]-1'-carboxylate